BrC=1C=CC(=C2C(=NC(=NC12)C(F)(F)F)CCCC(F)(F)F)OC1=NC=C(C=N1)Cl 8-bromo-5-(5-chloropyrimidin-2-yl)oxy-4-(4,4,4-trifluorobutyl)-2-(trifluoromethyl)quinazoline